ClC1=CC(=C(C=C1)C1=NC(=CC=2N=C(N(C(C21)=O)C)C)N2C[C@@H](OCC2)C2=CC(=NC=C2)Cl)F 5-(4-chloro-2-fluorophenyl)-7-((2S)-2-(2-chloro-4-pyridinyl)-4-morpholinyl)-2,3-dimethylpyrido[4,3-d]pyrimidin-4(3H)-one